C(C)OC(=O)C=1N=NSC1Cl 5-chloro-1,2,3-thiadiazole-4-carboxylic acid ethyl ester